C(=O)(O)CCCCCN1CC(C2=CC=CC=C12)(C)C (E)-1-(5-carboxypentyl)-3,3-dimethylindolin